C(C)NC(=O)C=1C(=NC=C(C(=O)O)C1)OC 5-(ethylcarbamoyl)-6-methoxynicotinic acid